[OH-].C(=CCC)C(C=C)[NH+](CCC)CCC 1-butenylallyldipropylammonium hydroxide